C1(=CC=CC=C1)C1=NC(=CC(=N1)C1=C(C=CC=C1)C1=CC(=NC(=C1C1=CC=C(C=C1)N1C2=CC=C(C=C2C=2C=C(C=CC12)C)C)C1=CC=C(C=C1)N1C2=CC=C(C=C2C=2C=C(C=CC12)C)C)C1=CC(=NC(=C1)C1=CC=CC=C1)C1=CC=CC=C1)C1=CC=CC=C1 9,9'-((4-(2-(2,6-diphenylpyrimidin-4-yl)phenyl)-2',6'-diphenyl-[2,4'-bipyridine]-5,6-diyl)bis(4,1-phenylene))bis(3,6-dimethyl-9H-carbazole)